CC=CC 1-methylpropylene